methyl 2-methoxy-6-phenyl-5-(4,4,5,5-tetramethyl-1,3,2-dioxaborolan-2-yl)nicotinate COC1=C(C(=O)OC)C=C(C(=N1)C1=CC=CC=C1)B1OC(C(O1)(C)C)(C)C